O1C(OCC1)CCC(C(C)C)N1CC(C1)C1=CC=2N(C(=C1)C1=C(C(=O)N(C(C)C)CC)C=C(C=C1)F)C=NC2C 2-(7-{1-[1-(1,3-dioxolan-2-yl)-4-methylpentan-3-yl]azetidin-3-yl}-1-methylimidazo[1,5-a]pyridin-5-yl)-N-ethyl-5-fluoro-N-(isopropyl)benzamide